CS(=O)(=O)O.CS(=O)(=O)O.FC1=CC=C(C=C1)[C@H]1[C@@H](C1)NCCC[C@@H](C(=O)N1CCN(CC1)C)NC(C1=CC=C(C=C1)N1N=NC=C1)=O N-[(2S)-5-{[(1R,2S)-2-(4-fluorophenyl)cyclopropyl]amino}-1-(4-methylpiperazin-1-yl)-1-oxopent-2-yl]-4-(1H-1,2,3-triazol-1-yl)benzamide, bismethanesulfonate salt